ClC=1C(=CC(=C(C1)C1=C(C=C2C(=NC(N3C2=C1SC[C@H](C3)OC)=O)N3CCN(CC3)C(=O)OC(C)(C)C)C(F)(F)F)F)F tert-butyl 4-((3S)-11-(5-chloro-2,4-difluorophenyl)-3-methoxy-6-oxo-10-(trifluoromethyl)-3,4-dihydro-2H,6H-[1,4]thiazepino[2,3,4-ij]quinazolin-8-yl)piperazine-1-carboxylate